C1(CC1)NC1CN(CC1)C=1C=CC=2C(=NC=C(N2)C2=CC3=CN(N=C3C(=C2O)F)C)N1 5-[6-[3-(cyclopropylamino)pyrrolidin-1-yl]pyrido[2,3-b]pyrazin-2-yl]-7-fluoro-2-methyl-indazol-6-ol